6-cyclopropyl-2-((2-fluoro-3-methylphenyl)amino)nicotinonitrile C1(CC1)C1=NC(=C(C#N)C=C1)NC1=C(C(=CC=C1)C)F